2-methyl-3-(naphthalene-2-yl)-5-phenyl-1H-pyrrole CC=1NC(=CC1C1=CC2=CC=CC=C2C=C1)C1=CC=CC=C1